2-methoxy-5-(1-methyl-1H-pyrazol-4-yl)-4-morpholinylamine COC1CN(C(CO1)C=1C=NN(C1)C)N